4-chloro-5-fluorophthalic acid ClC=1C=C(C(C(=O)O)=CC1F)C(=O)O